(S)-N-(5-chloro-3-methyl-1H-pyrazol-4-yl)-5-fluoro-4-(5-fluoro-6-oxo-1,6-dihydropyrimidin-2-yl)-2-((1,1,1-trifluoropropan-2-yl)oxy)benzamide ClC1=C(C(=NN1)C)NC(C1=C(C=C(C(=C1)F)C=1NC(C(=CN1)F)=O)O[C@H](C(F)(F)F)C)=O